(3R,4R) or (3S,4S)-2-((5-chloro-1-cyclopropyl-1H-pyrazol-4-yl)amino)-7-(3-fluoro-1-(oxetan-3-yl)piperidin-4-yl)quinazoline-6-carbonitrile ClC1=C(C=NN1C1CC1)NC1=NC2=CC(=C(C=C2C=N1)C#N)[C@@H]1[C@H](CN(CC1)C1COC1)F |o1:22,23|